Cl.NC[C@@H]1[C@H]([C@H]([C@@H](O1)N1C=2N=C(NC(C2N=C1)=O)NC(C(C)C)=O)F)O N-[9-[(2R,3R,4R,5R)-5-(aminomethyl)-3-fluoro-4-hydroxy-tetrahydrofuran-2-yl]-6-oxo-1H-purin-2-yl]-2-methyl-propanamide hydrochloride